NC1=C2N=C(N(C2=NC(=N1)F)CCNS(=O)(=O)C(C)(C)C)CC=1C=C2C(CCC2=CC1I)F N-(2-(6-amino-2-fluoro-8-((3-fluoro-6-iodo-2,3-dihydro-1H-inden-5-yl)methyl)-9H-purin-9-yl)ethyl)-2-methylpropane-2-sulfonamide